(R)-1-(4-(8-((4-([1,2,4]triazolo[1,5-a]pyridin-7-ylmethyl)-3-methylphenyl)amino)pyrimido[5,4-d]pyrimidin-2-yl)-2-methylpiperazin-1-yl)prop-2-en-1-one N=1C=NN2C1C=C(C=C2)CC2=C(C=C(C=C2)NC2=NC=NC1=C2N=C(N=C1)N1C[C@H](N(CC1)C(C=C)=O)C)C